ClC1=C(C=C(C(=O)NC2=CC=C(C=C2)F)C=C1)C(C(=O)N1CCC(CC1)O)(F)F 4-chloro-3-(1,1-difluoro-2-(4-hydroxypiperidin-1-yl)-2-oxoethyl)-N-(4-fluorophenyl)benzamide